BrC1=C(C=C(C=C1)CC1=NC(=NN1)C1=CC=C(C=C1)NC(C1=CC(=CC=C1)CN1CCS(CC1)(=O)=O)=O)C N-[4-[5-[(4-Bromo-3-methylphenyl)methyl]-1H-1,2,4-triazol-3-yl]phenyl]-3-[(1,1-dioxo-1,4-thiazinan-4-yl)methyl]benzamide